C(C)(=O)C1=CC=C(C=C1)C1=CN=C(N1)C1N(CCCC1)C(C(C)SC)=O 1-(2-(5-(4-acetylphenyl)-1H-imidazol-2-yl)piperidin-1-yl)-2-(methylthio)propan-1-one